C(#N)[C@H]1N(CSC1)C(CNC(=O)C1=CC=NC2=CC=C(C=C12)C=1C=NC(=CC1)C(F)F)=O (R)-N-(2-(4-Cyanothiazolidin-3-yl)-2-oxoethyl)-6-(6-(difluoromethyl)pyridin-3-yl)-quinoline-4-carboxamide